(±)-N-(3,5-bis(trifluoromethyl)phenyl)-1-fluoro-6,7,8,9-tetrahydro-5H-5,8-epiminocyclohepta[c]pyridine-10-carboxamide FC(C=1C=C(C=C(C1)C(F)(F)F)NC(=O)N1C2CCC1CC=1C(=NC=CC12)F)(F)F